3-amino-1-(3-(cyclopentylmethoxy)phenyl)propan-1-ol NCCC(O)C1=CC(=CC=C1)OCC1CCCC1